NC1=NC=C(C=N1)C#CC1=CC=C2CN(C(C2=C1)=O)[C@@H](C(=O)NC=1SC=CN1)C1=C(C=CC(=C1)F)O |r| (2RS)-2-[6-[2-(2-aminopyrimidin-5-yl)ethynyl]-1-oxo-isoindolin-2-yl]-2-(5-fluoro-2-hydroxy-phenyl)-N-thiazol-2-yl-acetamide